(S)-2-((6-((2R,4S)-2-(2,5-difluorophenyl)-4-fluoropyrrolidin-1-yl)-1,5-naphthyridin-4-yl)amino)-5,6-dihydro-4H-1,3-oxazin-5-ol FC1=C(C=C(C=C1)F)[C@@H]1N(C[C@H](C1)F)C=1N=C2C(=CC=NC2=CC1)NC=1OC[C@H](CN1)O